TMS(trimethyl-silanol) [Si](C)(C)(C)O[Si](C)(C)C